4-Iodo-2-methylsulfanylpyrimidine IC1=NC(=NC=C1)SC